C(C)(C)(C)OC(=O)N1CCC(CC1)N1C2=NC(=NC=C2N(C1=O)C)NC=1C(=CC2=C(CCO2)C1)C 4-(7-methyl-2-((6-methyl-2,3-dihydrobenzofuran-5-yl)amino)-8-oxo-7,8-dihydro-9H-purin-9-yl)piperidine-1-carboxylic acid tert-butyl ester